6-bromo-2-fluoro-3-(trifluoromethoxy)benzoic acid BrC1=CC=C(C(=C1C(=O)O)F)OC(F)(F)F